(2-phenyl-1H-imidazol-4-yl)(m-tolyl)methanone C1(=CC=CC=C1)C=1NC=C(N1)C(=O)C=1C=C(C=CC1)C